6-(3-bromo-1-(3-chloropyridin-2-yl)-1H-pyrazole-5-carboxamido)-5-chloro-N-methylpyrazolo[1,5-a]pyridine-7-carboxamide BrC1=NN(C(=C1)C(=O)NC=1C(=CC=2N(C1C(=O)NC)N=CC2)Cl)C2=NC=CC=C2Cl